COC1=C(C=2N(C=CC2S1)CC1=CC=C(C=C1)C(F)(F)F)C(=O)NC1(CC1)C1=CC=C(C(=O)O)C=C1 4-(1-(2-methoxy-4-(4-(trifluoromethyl)benzyl)-4H-thieno[3,2-b]pyrrole-3-carboxamido)cyclopropyl)benzoic acid